C(#N)C1=CC(=C(C=C1)NS(=O)(=O)C1=CNC(=C1)C1=NC=CC=C1C(F)F)F N-(4-cyano-2-fluorophenyl)-5-[3-(difluoromethyl)pyridin-2-yl]-1H-pyrrole-3-sulfonamide